Butyl 3-(2-Fluoro-5-(trifluoromethyl)phenyl)pyrrolidine-1-carboxylate FC1=C(C=C(C=C1)C(F)(F)F)C1CN(CC1)C(=O)OCCCC